C(C)N1C(N(C([C@]12CCN(CCC2)CC2CCOCC2)=O)C2CCC(CC2)C(F)(F)F)=O (S)-1-ethyl-8-((tetrahydro-2H-pyran-4-yl)methyl)-3-((1r,4S)-4-(trifluoromethyl)cyclohexyl)-1,3,8-triazaspiro[4.6]undecane-2,4-dione